C1(CC1)OC1=CC(=C(C=C1)[N+](=O)[O-])C 4-cyclopropoxy-2-methyl-1-nitrobenzene